6-[3-(4-pyridyl)propoxy]-2-[3-(trifluoromethyl)phenyl]-3H-quinazolin-4-one hydrochloride Cl.N1=CC=C(C=C1)CCCOC=1C=C2C(NC(=NC2=CC1)C1=CC(=CC=C1)C(F)(F)F)=O